NC1=C2N=CN(C2=NC=N1)C[C@@H](C)OCP(OCCCOCCCCCCCCCCCSC1=CC=CC=C1)(O)=O 3-((11-(phenylthio)undecyl)oxy)propyl hydrogen ((((R)-1-(6-amino-9H-purin-9-yl)propan-2-yl)oxy)methyl)phosphonate